8-Methyl-1-{[4-methyl-6-(1-methyl-1H-pyrazol-4-yl)pyridin-3-yl]sulfonyl}-1,2,3,4-tetrahydroquinoxaline CC=1C=CC=C2NCCN(C12)S(=O)(=O)C=1C=NC(=CC1C)C=1C=NN(C1)C